tert-butyl 2-(3-(4-chloro-2-fluorophenyl)-3-oxoprop-1-yn-1-yl)azetidine-1-carboxylate ClC1=CC(=C(C=C1)C(C#CC1N(CC1)C(=O)OC(C)(C)C)=O)F